indolizino[1,2-b]quinolin-9-yl-[1,4'-bipiperidine]-1'-carboxylate C=1C2=CC=3C(N=C2C=CC1)=C1C=CC=C(N1C3)OC(=O)N3CCC(CC3)N3CCCCC3